ClC=1C=C(CN2CC(CCC2)C2=CC=NC=3N2N=C(C3)C=3C(=NC=CC3)OC)C=CC1Cl 7-(1-(3,4-Dichlorobenzyl)piperidin-3-yl)-2-(2-methoxypyridin-3-yl)pyrazolo[1,5-a]pyrimidine